N-(4-Fluoro-phenyl)-3-[3-(4-methoxy-benzyl)-3H-imidazo[4,5-b]pyridin-2-yl]-propionamide FC1=CC=C(C=C1)NC(CCC1=NC=2C(=NC=CC2)N1CC1=CC=C(C=C1)OC)=O